4-chloro-N-(1-cyanocyclopropyl)-1-(5-methyl-1,3,4-thiadiazol-2-yl)-1H-indazole-6-sulfonamide ClC1=C2C=NN(C2=CC(=C1)S(=O)(=O)NC1(CC1)C#N)C=1SC(=NN1)C